2-naphthyl-8-oxodecanamide C1=C(C=CC2=CC=CC=C12)C(C(=O)N)CCCCCC(CC)=O